BrC=1N=NN(C1)C(=O)C1(CC1)CO (4-bromo-1H-1,2,3-triazol-1-yl)(1-(hydroxymethyl)-cyclopropyl)methanone